ClC1=CC=2C(C3=CC=C(C=C3C2C=C1)OC)(C)C 2-chloro-6-methoxy-9,9-dimethyl-9H-fluorene